O1C(CCC1)COC(C(C)SC1=C(C=C(C(=C1)N1C(N(C(=C(C1=O)CC)C(F)(F)F)C)=O)F)Cl)=O tetrahydrofuran-2-ylmethyl-2-({2-chloro-5-[5-ethyl-3-methyl-2,6-dioxo-4-(trifluoromethyl)-3,6-dihydropyrimidin-1(2H)-yl]-4-fluorophenyl}sulfanyl)propanoate